1-((2S,4aR,6R,7aS)-2-((4-ethylbenzyl)amino)-2-oxo-4H-furo[3,2-d][1,3,2]dioxaphosphorin-6-yl)-5-fluoropyrimidine-2,4(1H,3H)-dione C(C)C1=CC=C(CN[P@@]2(OCC3=C(O2)C=C(O3)N3C(NC(C(=C3)F)=O)=O)=O)C=C1